OCC1=CC=C(NC)C=C1 4-hydroxymethyl-N-methylaniline